3,3',5,5'-Tetramethylbiphenyl CC=1C=C(C=C(C1)C)C1=CC(=CC(=C1)C)C